BrC1=C(C(=CC2=C1CC(O2)(C2=CC=CC=C2)CN)F)Cl (4-bromo-5-chloro-6-fluoro-2-phenyl-2,3-dihydrobenzofuran-2-yl)methanamine